FC=1C(=C(C=CC1F)[C@H]1CO[C@@]([C@@H]1C)(C(F)(F)F)C)O (2S,3S,4R,5S)-3-(3,4-difluoro-2-hydroxy-phenyl)-4,5-dimethyl-5-(trifluoromethyl)tetrahydrofuran